α,α,β,β-tetradeutero-5-Methoxy-dimethyltryptamine [2H]C(N(C)C)(C(C1=CNC2=CC=C(C=C12)OC)([2H])[2H])[2H]